F[C@@H]1[C@H](CN(CC1)C=1C=CC(=NC1)NC=1C=CC(=C2CN(C(C12)=O)C(=O)OC(C)(C)C)C1=CN=C2N1C=CN=C2)O tert-butyl 7-((5-((3S,4S)-4-fluoro-3-hydroxypiperidin-1-yl)pyridin-2-yl) amino)-4-(imidazo[1,2-a]pyrazin-3-yl)-1-oxoisoindoline-2-carboxylate